N1(C=NC2=C1C=CC=C2)C2=CC=C(C=C2)NC(=O)NC=2N(N=C(C2)C(C)(C)C)C2=CC=CC=C2 1-(4-benzimidazol-1-yl-phenyl)-3-(5-tert-butyl-2-phenyl-2H-pyrazol-3-yl)-urea